N1=CSC=2C=[NH+]C=CC21 thiazolo[5,4-c]pyridin-5-ium